[Fl].CN1CCN(CC1)C[Si](OCC)(OCC)OCC 1-methyl-4-[(triethoxysilyl)methyl]piperazine Flerovium